N1(C=NC2=C1C=CC=C2)C=2C(=C(C(=CC2OC)OC2=C(C=C(C=C2)OC)C=2SC1=C(N2)C=CC=C1)O)C=1SC2=C(N1)C=CC=C2 (1H-benzo[d]imidazole-1-yl)-2-(benzo[d]thiazole-2-yl)-6-(2-(benzo[d]thiazole-2-yl)-4-methoxyphenoxy)-4-methoxyphenol